(S)-2-(4-methoxybenzyl)-4-(1-phenylethylamino)-2,3-dihydro-1H-pyrrolo[3,4-c]pyridin-1-one COC1=CC=C(CN2CC=3C(=NC=CC3C2=O)N[C@@H](C)C2=CC=CC=C2)C=C1